C1=NC(=O)NC(=C1CO[C@H]2[C@@H]([C@H]([C@@H]([C@H](O2)CO)O)O)O)N The molecule is a beta-D-glucoside derived from formal condensation of the hydroxy group of 5-(hydroxymethyl)cytosine with the anomeric hydroxy group of D-glucopyranose. It is a beta-D-glucoside, a pyrimidone and an aminopyrimidine. It derives from a 5-(hydroxymethyl)cytosine.